bis(diphenylphosphine) palladium (0) chloride [Pd-]Cl.C1(=CC=CC=C1)PC1=CC=CC=C1.C1(=CC=CC=C1)PC1=CC=CC=C1